N,3,3-Trimethyl-N-(2-((4aS,5aR)-5a-methyl-1,4,4a,5,5a,6-hexahydrocyclopropa[f]indazol-3-yl)-1H-imidazo[4,5-b]pyridin-6-yl)butanamide CN(C(CC(C)(C)C)=O)C=1C=C2C(=NC1)N=C(N2)C2=NNC=1C[C@@]3([C@H](CC21)C3)C